N-benzyl-6-chloro-3-(trifluoromethyl)-[1,2,4]triazolo[4,3-b]pyridazin-8-amine C(C1=CC=CC=C1)NC=1C=2N(N=C(C1)Cl)C(=NN2)C(F)(F)F